C1(=CC=CC=C1)NC1=CC(=CC(=C1)N(C1=CC=CC=C1)C1=CC=CC=C1)N(C1=CC=CC=C1)C1=CC=CC=C1 N1,N3,N3,N5,N5-pentaphenylbenzene-1,3,5-triamine